6,7-dihydro-cyclopenta[B]pyridine nitrogen [N].N1=C2C(=CC=C1)CCC2